(2,4-di-tert-butylphenyl)-4,4'-biphenylyl diphosphonite P(OC1=C(C=C(C=C1)C1=CC=CC=C1)C1=C(C=C(C=C1)C(C)(C)C)C(C)(C)C)OP[O-]